NC=1C=C(C=CC1)NC(C1=NC(=CC=C1)C1=CC=NN1)=O N-(3-aminophenyl)-6-(1H-pyrazol-5-yl)picolinamide